N-allyl-2-(3,5-dichloro-4-(4-hydroxy-3-isopropylbenzyl)phenoxy)-N-methylacetamide C(C=C)N(C(COC1=CC(=C(C(=C1)Cl)CC1=CC(=C(C=C1)O)C(C)C)Cl)=O)C